(2S)-2,6-diaminohexanoic acid N[C@H](C(=O)O)CCCCN